3-butyl-7-chloro-5-(4-fluorophenyl)-8-methoxy-2,3,4,5-tetrahydro-1,5-benzothiazepine 1,1-dioxide C(CCC)C1CS(C2=C(N(C1)C1=CC=C(C=C1)F)C=C(C(=C2)OC)Cl)(=O)=O